CC1CNC(C=2N1C=1C=CC=CC1C2)=O 4-methyl-3,4-dihydropyrazino[1,2-a]indol-1(2H)-one